FC=1C=C(C=CC1OC)C1=NC2=C(N1C)C=C(C=C2C)C2C[C@@H](N(CC2)C2CCNCC2)C(C)C 2-(3-fluoro-4-methoxyphenyl)-6-(r-isopropyl-[1,4'-bipiperidin]-4-yl)-1,4-dimethyl-1H-benzo[d]imidazole